O.O.[Ca+2].C(C(O)CO)(=O)[O-].C(C(O)CO)(=O)[O-] glycerate calcium dihydrate